ClC1=NC=C(C=C1)CN1C(CN2C1=C(C=CC2=O)[N+](=O)[O-])CC 1-((2-chloropyridin-5-yl)methyl)-2-ethyl-8-nitro-2,3-dihydro-imidazo[1,2-a]pyridin-5(1H)-one